C(C\C=C\CC)OC1=CC=C(C=C1)CCC(C)=O (E)-4-(4-(hex-3-en-1-yloxy)phenyl)butan-2-one